5-(4-cyclohexylbutoxy)oxy-6-benzenesulfonamido-N-carboxyethyl-isoindoline-1,3-dione C1(CCCCC1)CCCCOOC=1C=C2C(N(C(C2=CC1NS(=O)(=O)C1=CC=CC=C1)=O)CCC(=O)O)=O